3-(2-methacryloyloxyethyl)oxetane C(C(=C)C)(=O)OCCC1COC1